(R)-6-(6-(1-methyl-1H-pyrazol-4-yl)imidazo[1,2-a]pyrazin-3-yl)-N-(piperidin-3-yl)pyridin-2-amine CN1N=CC(=C1)C=1N=CC=2N(C1)C(=CN2)C2=CC=CC(=N2)N[C@H]2CNCCC2